FC=1C(=C(C=CC1F)[C@H]1[C@H](O[C@@]([C@@H]1C)(C(F)(F)F)C)C(=O)NC1=CC(=NC=C1C)C(=O)N)OC 4-[[(2S,3S,4R,5S)-3-(3,4-Difluoro-2-methoxy-phenyl)-4,5-dimethyl-5-(trifluoromethyl)tetrahydrofuran-2-carbonyl]amino]-5-methyl-pyridin-2-carboxamid